NC1=C(C#N)C(=CC=C1)N1C(C2=C(CC1)N=C(S2)C=2C=NC(=CC2)N2CCCC2)=O 2-amino-6-(4-oxo-2-(6-(pyrrolidin-1-yl)pyridin-3-yl)-6,7-dihydrothiazolo[5,4-c]pyridin-5(4H)-yl)benzonitrile